NCCN (2-AmiNoethyl)-Amine